6-((3-((3R,5R)-5-(4-chlorophenyl)tetrahydro-furan-3-yl)-1,2,4-oxadiazol-5-yl)methyl)-1-methyl-7-oxo-6,7-dihydro-1H-imidazo[4,5-d]pyridazine-4-carboxamide ClC1=CC=C(C=C1)[C@H]1C[C@@H](CO1)C1=NOC(=N1)CN1N=C(C2=C(C1=O)N(C=N2)C)C(=O)N